NCCC(=O)N1CCC(CC1)C(=O)C=1N=NC(=CC1)C1=C(C=C(C=C1)C=1C=NNC1)O 3-amino-1-(4-(6-(2-hydroxy-4-(1H-pyrazol-4-yl)phenyl)pyridazine-3-carbonyl)piperidin-1-yl)propan-1-one